6-amino-2-(4-[[(tert-butoxy)carbonyl]amino]-4-methylpiperidin-1-yl)-5-(2,3-dichlorophenyl)pyrimidine-4-carboxylic acid NC1=C(C(=NC(=N1)N1CCC(CC1)(C)NC(=O)OC(C)(C)C)C(=O)O)C1=C(C(=CC=C1)Cl)Cl